BrC=1C=CC(=NC1)C(=O)[O-] 5-bromo-picolinate